methyl 6-((3-(1-(1-(tert-butoxycarbonyl)piperidin-4-yl)cyclopropyl)propyl)(4-methoxybenzyl)amino)picolinate C(C)(C)(C)OC(=O)N1CCC(CC1)C1(CC1)CCCN(C1=CC=CC(=N1)C(=O)OC)CC1=CC=C(C=C1)OC